Ethyl rac-(E)-4-oxo-4-[[trans-(7RS,9RS)-3-cyclopropyl-5-(2-methylpropylsulfamoyl)-7-(pyridin-3-carbonylamino)-8,9-dihydro-7H-cyclopenta[h]isochinolin-9-yl]amino]but-2-enoat O=C(/C=C/C(=O)OCC)N[C@@H]1C[C@H](C2=CC(=C3C=C(N=CC3=C21)C2CC2)S(NCC(C)C)(=O)=O)NC(=O)C=2C=NC=CC2 |r|